C(C)OC(=O)C1=C(N=NC(=C1)C)N.FC=1C=C(C=CC1C=1C=NC(=CC1)C=1N=NN(N1)CCC)N1C(O[C@@H](C1)C(F)O)=O (S)-3-(3-fluoro-4-(6-(2-propyl-2H-tetrazol-5-yl)pyridin-3-yl)phenyl)-5-(hydroxyfluoromethyl)oxazolidin-2-one ethyl-3-amino-6-methyl-pyridazine-4-carboxylate